CC1=NNC2=C(C=C(C=C12)C(=O)N1CCC2(CC1)CC1=C(N=C(S1)C(C)(C(C)C)C)C(C2)=O)C 1'-(3,7-dimethyl-1H-indazole-5-carbonyl)-2-(2,3-dimethylbutan-2-yl)-5H-spiro[benzo[d]thiazol-6,4'-piperidin]-4(7H)-one